C(C)OC(N=S(=O)(C)CC1=CC(=CC=C1)NC1=NC=NC(=N1)C1=CC=CC=2OCCOC21)=O.OC2=CC=CC=1N(C(N(C12)C)C)C hydroxyl-1,2,3-trimethyl-benzimidazole ethyl-{[(3-{[4-(2,3-dihydro-1,4-benzodioxin-5-yl)-1,3,5-triazin-2-yl]amino}phenyl)methyl](methyl)oxo-λ6-sulfanylidene}carbamate